ClC=1C=CC(=C(C1)NC(=O)NCC=1C=C2CN(C(C2=CC1)=O)C1C(NC(CC1)=O)=O)OC 1-(5-chloro-2-methoxyphenyl)-3-((2-(2,6-dioxopiperidin-3-yl)-1-oxoisoindolin-5-yl)methyl)urea